(R)-N-((1,2,3,5,6,7-hexahydro-s-indacen-4-yl)carbamoyl)-4-methyl-4,5,6,7-tetrahydropyrazolo[1,5-a]pyrimidine-3-sulfonimidamide C1CCC2=C(C=3CCCC3C=C12)NC(=O)N[S@](=O)(=N)C=1C=NN2C1N(CCC2)C